2-[4-cyclopropyl-6-(difluoromethoxy)pyrimidin-5-yl]-4-[[6-[1-cyclopropyl-4-(trifluoromethyl)imidazol-2-yl]-5-fluoro-3-pyridyl]methoxy]-5-methoxy-pyrimidine C1(CC1)C1=NC=NC(=C1C1=NC=C(C(=N1)OCC=1C=NC(=C(C1)F)C=1N(C=C(N1)C(F)(F)F)C1CC1)OC)OC(F)F